NC1=CC(=C(C=C1C)N=S(=O)(C1=CC(=CC=C1)OC)CCC(C)C)C ((4-Amino-2,5-dimethylphenyl)imino)(isopentyl)(3-methoxyphenyl)-λ6-sulfanone